(2-((5-bromo-2-((2-methoxy-5-(1-methyl-1H-pyrazol-4-yl)-4-(4-(piperazine-1-yl)piperidin-1-yl)phenyl)amino)pyrimidin-4-yl)amino)-5-fluorophenyl)dimethylphosphine oxide BrC=1C(=NC(=NC1)NC1=C(C=C(C(=C1)C=1C=NN(C1)C)N1CCC(CC1)N1CCNCC1)OC)NC1=C(C=C(C=C1)F)P(C)(C)=O